Tert-butyl (1-(2,2-difluoroethyl)-7-methoxy-1H-indazol-6-yl)carbamate FC(CN1N=CC2=CC=C(C(=C12)OC)NC(OC(C)(C)C)=O)F